dihydro-5H-pyrrolo[1,2-b]pyridazine-3-carboxamide N1N2C(=CC(C1)C(=O)N)CC=C2